FC1=C(C=C(C=C1)F)C(CC#CC#CC=1C2=C(N=C(N1)OC[C@H]1NCCC1)NC=C2)(O)C=2C(N(C=CC2)C)=O 3-(1-(2,5-Difluorophenyl)-1-hydroxy-6-(2-(((S)-pyrrolidin-2-yl)methoxy)-7H-pyrrolo[2,3-d]pyrimidin-4-yl)hex-3,5-diyn-1-yl)-1-methylpyridin-2(1H)-one